3,3',6,6-tetra-tert-butylbiphenyl-2,2'-diol C(C)(C)(C)C=1C(=C(C(CC1)(C(C)(C)C)C(C)(C)C)C=1C(=C(C=CC1)C(C)(C)C)O)O